FC(C)(F)N1N=CC(=C1)C(F)(F)F (1,1-difluoroethyl)-4-(trifluoromethyl)-1H-pyrazole